NC1=CC(=C(C(=O)NC=2C=C3C=CC=NC3=C(N2)N2CCC(CC2)(F)F)C=C1)N1CCC2(CC2)CC1 4-Amino-N-(8-(4,4-difluoropiperidin-1-yl)-1,7-naphthyridin-6-yl)-2-(6-azaspiro[2.5]octane-6-yl)benzamide